C(C)(C)C1=C(NC2=CC=C(C=C12)C=1OC(=NN1)C1CCNCC1)C1=C2C(=NC=C1)NN=C2 2-(3-isopropyl-2-(1H-pyrazolo[3,4-b]pyridin-4-yl)-1H-indol-5-yl)-5-(piperidin-4-yl)-1,3,4-oxadiazole